CC/C=C\\C/C=C\\C/C=C\\C/C=C\\C/C=C\\CCCCC/C=C/C(=O)SCCNC(=O)CCNC(=O)[C@@H](C(C)(C)COP(=O)([O-])OP(=O)([O-])OC[C@@H]1[C@H]([C@H]([C@@H](O1)N2C=NC3=C(N=CN=C32)N)O)OP(=O)([O-])[O-])O The molecule is a 2,3-trans-enoyl CoA(4-) obtained by deprotonation of the phosphate and diphosphate OH groups of (2E,9Z,12Z,15Z,18Z,21Z)-tetracosahexaenoyl-CoA; major species at pH 7.3. It is a conjugate base of a (2E,9Z,12Z,15Z,18Z,21Z)-tetracosahexaenoyl-CoA.